CC12C(C(N(CC1)CC2)C(=O)[O-])=O 4-methyl-3-oxo-1-azabicyclo[2.2.2]Octane-2-carboxylate